F[P-](F)(F)(F)(F)F.ClC1=CC2=C(N(N=N2)C2(OCCN(C2)[NH+]=C(O)N)N(C)C)C=C1 N-[(5-chloro-1H-benzotriazol-1-yl)-dimethylamino-morpholino]-uronium hexafluorophosphate